(4-(5-amino-2-(((1R,4R)-4-(difluoromethoxy)cyclohexyl)amino)pyrido[4,3-d]pyrimidin-8-yl)benzeneyl) (morpholinyl) ketone N1(CCOCC1)C(=O)C1=CC=C(C=C1)C1=CN=C(C2=C1N=C(N=C2)NC2CCC(CC2)OC(F)F)N